N-[(1S)-3-hydroxy-1-methyl-propyl]-5-[4-(trifluoromethyl)phenyl]naphthalene-2-carboxamide OCC[C@H](C)NC(=O)C1=CC2=CC=CC(=C2C=C1)C1=CC=C(C=C1)C(F)(F)F